CC1=NC(=NC=2N([C@H](C(NC12)=O)C)C)N[C@H]1C[C@@H](CC1)OC1=CC(=C(C(=C1)F)F)F (S)-4,7,8-trimethyl-2-(((1R,3R)-3-(3,4,5-trifluorophenoxy)cyclopentyl)amino)-7,8-dihydropteridin-6(5H)-one